N-(2,2-dimethyl-6-(1,4-oxazepan-4-yl)-2,3-dihydrobenzofuran-5-yl)pyrazolo[1,5-a]pyrimidine-3-carboxamide CC1(OC2=C(C1)C=C(C(=C2)N2CCOCCC2)NC(=O)C=2C=NN1C2N=CC=C1)C